(N,N-diacetyl)amino-3-aminotrifluorotoluene C(C)(=O)N(C(C)=O)C1=C(C(F)(F)F)C=CC=C1N